(3S,13R)-3,13-Dimethylheptadecane C[C@@H](CC)CCCCCCCCC[C@@H](CCCC)C